3-fluoro-5-(((2aS,3S,4S)-1,1,2,2,3-pentafluoro-2a,4-dihydroxy-2,2a,3,4-tetrahydro-1H-cyclopenta[cd]inden-5-yl)oxy)benzonitrile FC=1C=C(C#N)C=C(C1)OC1=C2C=3[C@@](C(C(C3C=C1)(F)F)(F)F)([C@H]([C@H]2O)F)O